C(C)(=O)OC1=C(C(=O)OC2=CC(=CC=C2)CO[N+](=O)[O-])C=CC=C1 (Acetyloxy)-benzoic acid, 3-[(nitrooxy)methyl]phenyl ester